3-(4-methoxypyrimidin-5-yl)propanal Ethyl-3-(4-methoxypyrimidin-5-yl)propionate C(C)OC(CCC=1C(=NC=NC1)OC)=O.COC1=NC=NC=C1CCC=O